C12C(CC(CC1)C2)N2C(=NC(=C2)[N+](=O)[O-])C(=O)OCC ethyl 1-{bicyclo[2.2.1]heptan-2-yl}-4-nitroimidazole-2-carboxylate